N-(5-((E)-2-(2-(((1r,4r)-4-aminocyclohexyl)amino)pyrimidin-5-yl)vinyl)-6-methoxypyridin-2-yl)-2-chlorobenzenesulfonamide NC1CCC(CC1)NC1=NC=C(C=N1)/C=C/C=1C=CC(=NC1OC)NS(=O)(=O)C1=C(C=CC=C1)Cl